ethoxy-1-(oxetan-2-ylmethyl)-1H-benzo[d]imidazole-6-carboxylate C(C)OC1=NC2=C(N1CC1OCC1)C=C(C=C2)C(=O)[O-]